(R/S)-4-amino-2-(2,6-dioxopiperidin-3-yl)-1H-isoindole-1,3(2H)-dione NC1=C2C(N(C(C2=CC=C1)=O)[C@H]1C(NC(CC1)=O)=O)=O |r|